O[C@@H](C)C=1N(C=CN1)CC1=NOC(=C1)C1=CC=C(C=C1)C#CC1CC2(C1)CCN(CC2)CC(=O)[O-] (S)-2-(2-((4-(3-((2-(1-hydroxyethyl)-1H-imidazol-1-yl)methyl)isoxazol-5-yl)phenyl)ethynyl)-7-azaspiro[3.5]non-7-yl)acetate